F[C@H]1[C@H](C1)NC(=O)C=1C=NN2C1N=C(C=C2NC)NC=2C(N(C=CC2)C2=NC=CC=C2)=O N-((1S,2R)-2-fluorocyclopropyl)-7-(methylamino)-5-((2-oxo-2H-[1,2'-bipyridin]-3-yl)amino)pyrazolo[1,5-a]pyrimidine-3-carboxamide